FC(CC1=C2C=CNC2=C(C(=C1OC=1C=CC(=C(C1)C1=NC(=NN1C)[C@@]1(CCOC2=C(C=CC=C12)CCC(=O)OCC)C)F)F)F)F |r| racemic-ethyl 3-[4-[5-[5-[[4-(2,2-difluoroethyl)-6,7-difluoro-1H-indol-5-yl]oxy]-2-fluoro-phenyl]-1-methyl-1,2,4-triazol-3-yl]-4-methyl-chroman-8-yl]propanoate